OC=1C=C(C(=O)NC(C(=O)N\N=C\[C@]2([C@@H](N3C(C[C@H]3S2(=O)=O)=O)C(=O)O)C)C(C)C)C=CC1O (2S,3R,5R)-3-((E)-(2-(2-(3,4-dihydroxybenzoylamino)-3-methylbutyryl)hydrazono)methyl)-3-methyl-7-oxo-4-thia-1-azabicyclo[3.2.0]heptane-2-carboxylic acid 4,4-dioxide